FC(C=1C=C(C=CC1)C1=C(C(=NC=C1)N1CC(CC1)(F)F)NC(=O)C=1C=NC(=NC1)C(C)C)F N-[4-[3-(difluoromethyl)-phenyl]-2-(3,3-difluoro-pyrrolidin-1-yl)-3-pyridyl]-2-isopropyl-pyrimidine-5-carboxamide